4-{1-[6-(4-methyl-5-{[3-(propan-2-yl)phenoxy]methyl}-4H-1,2,4-triazol-3-yl)pyridin-3-yl]-1H-1,2,3-triazol-4-yl}piperidine-1-carboxylic acid tert-butyl ester C(C)(C)(C)OC(=O)N1CCC(CC1)C=1N=NN(C1)C=1C=NC(=CC1)C1=NN=C(N1C)COC1=CC(=CC=C1)C(C)C